3-(3-hydroxy-5-(1-(3-(trifluoromethyl)phenyl)-1H-pyrazol-4-yl)picolinamido)-2,2-dimethylpropanoic acid OC=1C(=NC=C(C1)C=1C=NN(C1)C1=CC(=CC=C1)C(F)(F)F)C(=O)NCC(C(=O)O)(C)C